(S)-N-((R)-1-(6-(4-fluoro-1H-pyrazol-1-yl)pyridin-3-yl)ethyl)-2-methylpropanesulfinamide FC=1C=NN(C1)C1=CC=C(C=N1)[C@@H](C)N[S@@](=O)CC(C)C